6,9-trioxaundecandiamine OOOCCC(CCC(CC)N)N